Hydroxymethoxyphenyl-Decanon OCOC(C(CCCCCCCC)=O)C1=CC=CC=C1